6-[5-[(1S)-1-Aminoethyl]-1,2,4-triazol-1-yl]pyrimidin-4-carbonitril N[C@@H](C)C1=NC=NN1C1=CC(=NC=N1)C#N